ClC1=NC=C2NC(N(C2=N1)CC1CCOCC1)=O 2-chloro-9-((tetrahydro-2H-pyran-4-yl)methyl)-7,9-dihydro-8H-purin-8-one